COC1=C(C=CC(=C1)OC)CN[C@@H](C(=O)OC)CSC methyl (2S)-2-[(2,4-dimethoxyphenyl)methylamino]-3-methylsulfanyl-propanoate